2-((3-(2-chloro-3-(1,4-benzodioxan-6-yl)anilino)isothiazolo[4,5-b]pyrazin-6-ylmethylene)amino)-3-hydroxybutyric acid ClC1=C(NC2=NSC=3C2=NC=C(N3)C=NC(C(=O)O)C(C)O)C=CC=C1C1=CC3=C(OCCO3)C=C1